N-(2-benzyl-2-methylbutyl)-1-methyl-5-oxo-4,5-dihydro-1H-1,2,4-triazole-3-carboxamide C(C1=CC=CC=C1)C(CNC(=O)C1=NN(C(N1)=O)C)(CC)C